ClC=1C=C(C=C(C1)[N+](=O)[O-])O 3-chloro-5-nitrophenol